C(C)(C)(C)OC(=O)N1CCC(C1)=C.N(=[N+]=[N-])CC(=O)N1C(C=2N(C3=CC=CC=C3C2CC1)CC1=CC=CC=C1)C 2-azido-1-(9-benzyl-1-methyl-1,3,4,9-tetrahydro-2H-pyrido[3,4-b]indol-2-yl)ethan-1-one Tert-butyl-4-methylenepyrrolidine-1-carboxylate